C1(=C(C(=C(C(=C1C1=CC(=CC=C1O)C)C)C1=CC(=CC=C1O)C)C)C1=CC(=CC=C1O)C)C (mesitylene-2,4,6-triyl)trip-cresol